Nε-(4-amino-2-hydroxybutyl)-lysine NCCC(CNCCCC[C@H](N)C(=O)O)O